NC=1C=CC(=C(C1)C1(CCC1)O)Cl 1-(5-amino-2-chlorophenyl)cyclobutan-1-ol